4-(4-(2,6-bis(benzyloxy)pyridin-3-yl)-2-fluorophenyl)-3,6-dihydropyridine-1(2H)-carboxylic acid tert-butyl ester C(C)(C)(C)OC(=O)N1CCC(=CC1)C1=C(C=C(C=C1)C=1C(=NC(=CC1)OCC1=CC=CC=C1)OCC1=CC=CC=C1)F